C(C=C)C1C(=CC(N1)=O)OC 5-allyl-4-methoxy-1,5-dihydro-2H-pyrrol-2-one